BrC1=CC(=C(OC=2C=CC(=C(C2)S(=O)(=O)Cl)O)C(=C1)Cl)Cl 5-(4-bromo-2,6-dichloro-phenoxy)-2-hydroxy-benzenesulfonyl chloride